2-(((1R)-1-(2-cyano-3-((1R)-1-hydroxy-6-azaspiro[3.5]nonan-6-yl)-7-methylquinoxalin-5-yl)ethyl)amino)benzoic acid C(#N)C1=NC2=CC(=CC(=C2N=C1N1CC2(CC[C@H]2O)CCC1)[C@@H](C)NC1=C(C(=O)O)C=CC=C1)C